N-(2-(3-fluoro-4-methyl-5-nitrophenyl)-2-oxoethyl)-N-formylformamide FC=1C=C(C=C(C1C)[N+](=O)[O-])C(CN(C=O)C=O)=O